FC1=CC=C(C(=C1[C@H]1N([C@@H](CC2=C1NC1=CC=CC=C21)C)C[C@H](C(=O)O)C)C)OCCNCCCF (R)-3-((1R,3R)-1-(6-fluoro-3-(2-((3-fluoropropyl)amino)ethoxy)-2-methylphenyl)-3-methyl-1,3,4,9-tetrahydro-2H-pyrido[3,4-b]indol-2-yl)-2-methylpropanoic acid